(2'S,7R)-2'-methylspiro[4,5-dihydrothieno[2,3-c]pyran-7,4'-piperidine]-2-carbonitrile C[C@@H]1NCC[C@]2(C1)OCCC1=C2SC(=C1)C#N